N-[[5-chloro-2-(2-formylphenyl)sulfanyl-phenyl]methyl]carbamic acid 9H-fluoren-9-ylmethyl ester C1=CC=CC=2C3=CC=CC=C3C(C12)COC(NCC1=C(C=CC(=C1)Cl)SC1=C(C=CC=C1)C=O)=O